(S)-3-((4-((1S,6S)-7,7-difluoro-3-azabicyclo[4.1.0]heptan-6-yl)-2-methylphenyl)amino)piperidine-2,6-dione HCl salt Cl.FC1([C@]2(CCNC[C@@H]12)C1=CC(=C(C=C1)N[C@@H]1C(NC(CC1)=O)=O)C)F